8-bromo-2-chloro-quinazoline BrC=1C=CC=C2C=NC(=NC12)Cl